(S)-7-((R)-2-phenylpiperazine-1-carbonyl)-7-azaspiro[4.5]decan C1(=CC=CC=C1)[C@H]1N(CCNC1)C(=O)N1CC2(CCCC2)CCC1